phthalimide diethyl-methylphosphonate C(C)OP(OCC)(=O)C.C1(C=2C(C(N1)=O)=CC=CC2)=O